C1(=CC=CC=C1)C(CC1=CC=CC=C1)OC(=O)N[C@H](C(=O)N[C@H](C(=O)O)C[C@H]1C(NCC1)=O)CC(C)C (2S)-2-((2S)-2-(((1,2-Diphenylethoxy)carbonyl)amino)-4-methylpentanamido)-3-((S)-2-oxopyrrolidin-3-yl)propanoic acid